dibutyltin bis(ethylacetoacetate) C(C)CC(CC(=O)[O-])=O.C(C)CC(CC(=O)[O-])=O.C(CCC)[Sn+2]CCCC